10,10-bis(4-(2-hydroxyethyl)phenyl)anthracen-9-on OCCC1=CC=C(C=C1)C1(C=2C=CC=CC2C(C2=CC=CC=C12)=O)C1=CC=C(C=C1)CCO